2-chloro-5-ethyl-7-iodo-5H-pyrrolo[3,2-d]pyrimidine ClC=1N=CC2=C(N1)C(=CN2CC)I